COC=1C=C(C=CC1OC)C1NC(C2=CC=CC=C12)=O 3-(3,4-dimethoxyphenyl)isoindolin-1-on